4-amino-N-(5-methoxypyrimidin-2-yl)benzenesulfonamide NC1=CC=C(C=C1)S(=O)(=O)NC1=NC=C(C=N1)OC